N-(4-(6-acetamidopyrazin-2-yl)phenyl)-2-(2-(cyclopropanesulfonamido)thiazol-4-yl)-2-methylpropanamide C(C)(=O)NC1=CN=CC(=N1)C1=CC=C(C=C1)NC(C(C)(C)C=1N=C(SC1)NS(=O)(=O)C1CC1)=O